2-methoxy-4-propylbenzene COC1=CC=CC(=C1)CCC